FC(C1=CN=C2N1N=C(C=C2)C2=CNC=1N=C(N=CC12)N[C@@H]1C[C@@H](C1)OC)F 5-(3-(difluoromethyl)imidazo[1,2-b]pyridazin-6-yl)-N-(cis-3-methoxycyclobutyl)-7H-pyrrolo[2,3-d]pyrimidin-2-amine